OC(C)C(C(=O)OCC)C(=O)OCC 1,3-diethyl 2-(1-hydroxyethyl)propanedioate